2-(1-methyl-1H-indol-3-ylmethylene)-6-hydroxybenzofuran-3(2H)-one CN1C=C(C2=CC=CC=C12)C=C1OC2=C(C1=O)C=CC(=C2)O